1-(1,2-epoxyethyl)naphthalene Tri(beta-chloropropyl)phosphate ClC(COP(=O)(OCC(C)Cl)OCC(C)Cl)C.C1(CO1)C1=CC=CC2=CC=CC=C12